Methyl 4-((3-((4-cyano-3-fluorophenoxy)methyl)-3-(hydroxymethyl)azetidin-1-yl)sulfonyl)benzoate C(#N)C1=C(C=C(OCC2(CN(C2)S(=O)(=O)C2=CC=C(C(=O)OC)C=C2)CO)C=C1)F